C(C1=CC=CC=C1)OC1=CC(=C(C=C1)NC(=O)NC(\C=C\OC)=O)C (E)-N-((4-(benzyloxy)-2-methylphenyl)carbamoyl)-3-methoxyacrylamide